3-acetyl-7-{[6-(2-methoxyphenyl)pyrimidin-4-yl]amino}-4-methyl-2H-benzopyran-2-one C(C)(=O)C=1C(OC2=C(C1C)C=CC(=C2)NC2=NC=NC(=C2)C2=C(C=CC=C2)OC)=O